7-Bromo-3-(methoxymethyl)-2,3-dihydro-[1,4]dioxino[2,3-b]pyridine BrC=1C=C2C(=NC1)OC(CO2)COC